CN(C(=O)C1=NOC(=C1)CCCOC1=C(C=C(C=C1)C1=NOC(=N1)C(F)(F)F)C(F)(F)F)C N,N-dimethyl-5-(3-{2-(trifluoromethyl)-4-[5-(trifluoromethyl)-1,2,4-oxadiazol-3-yl]phenoxy}propyl)isoxazole-3-carboxamide